CN1CCCC12CN(CC2)C2=NC=1C[C@@H](CCC1C(=N2)N2C[C@@H](N(CC2)C(C=C)=O)CC#N)N2CCCC1=CC=CC=C21 2-[(2S)-4-[(7R)-2-{1-Methyl-1,7-diazaspiro[4.4]nonan-7-yl}-7-(1,2,3,4-tetrahydroquinolin-1-yl)-5,6,7,8-tetrahydroquinazolin-4-yl]-1-(prop-2-enoyl)piperazin-2-yl]acetonitrile